C1(=CC=CC=C1)C1(C(C=C(C=C1)N)C1=CC=CC=C1)C1=CC=C(C=C1)N (1,2-diphenyl)-1,1'-biphenyl-4,4'-diamine